cis-methyl 3-hydroxycyclobutylcarboxylate O[C@H]1C[C@H](C1)C(=O)OC